C(C1=CC=CC=C1)OC(=O)[C@@H]1N([C@@H]1C1CC1)C([2H])([2H])[2H] (2R,3R)-3-cyclopropyl-1-(methyl-d3)aziridine-2-carboxylic acid benzyl ester